C(C)(C)(C)N1C[C@H]([C@@H](C1)C1=C(C=C(C=C1)Cl)F)C(=O)N1C[C@H](C[C@H]1C(=O)N1CCOCC1)N(C(C(C)C)=O)C1CCC(CC1)C N-((3s,5s)-1-((3s,4r)-1-(tert-butyl)-4-(4-chloro-2-fluorophenyl)pyrrolidine-3-carbonyl)-5-(morpholine-4-carbonyl)pyrrolidin-3-yl)-N-((1s,4r)-4-methylcyclohexyl)isobutyramide